2-((5-((R)-2-(4-chloro-2-fluorophenyl)-2-methylbenzo[d][1,3]dioxol-4-yl)pyrimidin-2-yl)methyl)-1-(((S)-oxetan-2-yl)methyl)-1H-benzo[d]imidazole-6-carboxylic acid ClC1=CC(=C(C=C1)[C@]1(OC2=C(O1)C=CC=C2C=2C=NC(=NC2)CC2=NC1=C(N2C[C@H]2OCC2)C=C(C=C1)C(=O)O)C)F